(S)-2-amino-5-(4-(2-(3,5-difluorophenyl)-2-hydroxyacetamido)-3-fluoro-2-methylphenyl)-N-isopropylnicotinamide NC1=C(C(=O)NC(C)C)C=C(C=N1)C1=C(C(=C(C=C1)NC([C@@H](O)C1=CC(=CC(=C1)F)F)=O)F)C